N1=CC=C(C=C1)CNS(=O)(=O)C1=CC=C(C=C1)C1COCC1 N-(pyridin-4-ylmethyl)-4-(tetrahydrofuran-3-yl)-benzenesulfonamide